N-(2-(3-bromo-6-chloro-7-cyclopropyloxynaphthalen-1-yl)ethyl)acetamide BrC=1C=C(C2=CC(=C(C=C2C1)Cl)OC1CC1)CCNC(C)=O